O[C@H]1C=2C=CC(=CC2CC[C@@H]1[C@H]1N2C(C3=CC=CC=C13)=CN=C2)C(=O)N(C)C (5R,6R)-5-hydroxy-6-((R)-5H-imidazo[5,1-a]isoindol-5-yl)-N,N-dimethyl-5,6,7,8-tetrahydronaphthalene-2-carboxamide